(1-aminoethyl)-2-phenyl-4H-chromen-4-one hydrochloride Cl.NC(C)C1=C(OC2=CC=CC=C2C1=O)C1=CC=CC=C1